sodium 2,6-dimethylphenolate CC1=C(C(=CC=C1)C)[O-].[Na+]